Methyl 3-(3-amino-2-oxopyridin-1-yl)benzoate NC=1C(N(C=CC1)C=1C=C(C(=O)OC)C=CC1)=O